2-(2-methyl-5-(trifluoromethyl)-1,2,3,4-tetrahydroisoquinolin-7-yl)-5H-pyrrolo[2,3-b]pyrazin CN1CC2=CC(=CC(=C2CC1)C(F)(F)F)C=1N=C2C(=NC1)NC=C2